C(C)(=O)SCCNC(CCNC([C@@H](C(COP(OP(OC[C@@H]1[C@H]([C@H]([C@@H](O1)N1C=NC=2C(N)=NC=NC12)O)OP(=O)(O)O)(=O)O)(=O)O)(C)C)O)=O)=O Acetyl-CoA